FC(C(=O)O)(F)F.NC1(CC1)C1=C(C=C(C=C1)NC1=NC=2N(C(=C1)NC1CC1)N=CC2C#N)C[S@](=O)C |r| (±)-5-((4-(1-Aminocyclopropyl)-3-((methylsulfinyl)methyl)phenyl)amino)-7-(cyclopropylamino)pyrazolo[1,5-a]pyrimidine-3-carbonitrile monotrifluoroacetic acid salt